6-(3-aminoazetidin-1-yl)-N-(3-chloro-2-fluoro-phenyl)pyrido[3,2-d]pyrimidin-4-amine NC1CN(C1)C=1C=CC=2N=CN=C(C2N1)NC1=C(C(=CC=C1)Cl)F